4-(dibenzofuran-4-yl)-N-phenylaniline C1=CC=C(C=2OC3=C(C21)C=CC=C3)C3=CC=C(NC2=CC=CC=C2)C=C3